ClC1=C(C=CC=C1C1C(NC(CC1)=O)=O)C1=CC=C(C=C1)N1C2(COC2)CCC1=O 3-(2-chloro-4'-(6-oxo-2-oxa-5-azaspiro[3.4]octan-5-yl)-[1,1'-biphenyl]-3-yl)piperidine-2,6-dione